C(=O)(O)C1=C(C=C(C=C1)C1=C(C=C(C=C1)F)F)N1C(C2=CC=CC=C2C1=O)=O 2-(4-Carboxy-2',4'-difluorobiphenyl-3-yl)-1,3-dioxo-2,3-dihydro-1H-isoindole